tert-Butyl N-[(1R)-1-[[4-[1-(benzenesulfonyl)pyrrolo[2,3-b]pyridin-4-yl]-3,5-dimethyl-phenyl]carbamoyl]-3-methyl-butyl]carbamate C1(=CC=CC=C1)S(=O)(=O)N1C=CC=2C1=NC=CC2C2=C(C=C(C=C2C)NC(=O)[C@@H](CC(C)C)NC(OC(C)(C)C)=O)C